FC(C1=NC=2N(C=C1)N=CC2C2=CC(=NC=N2)N2CC(CC(C2)C)N=S(=O)(C)C)F [1-[6-[5-(Difluoromethyl)pyrazolo[1,5-a]pyrimidin-3-yl]pyrimidin-4-yl]-5-methyl-3-piperidyl]imino-dimethyl-oxo-λ6-sulfane